C(#N)CC(C(=O)N1CCOC2=C(C1)C=NC=C2C#N)(CC)C 4-[2-(Cyanomethyl)-2-methyl-butyryl]-3,5-dihydro-2H-pyrido[3,4-f][1,4]oxaazepine-9-Formonitrile